FC1=NC(=C2N=CNC2=N1)NCCC1=CC=C(C=C1)[N+](=O)[O-] 2-Fluoro-N-(4-nitrophenethyl)-9H-purin-6-amin